N2-(2,3-dichlorophenyl)-5-(1-isobutyl-1H-pyrazol-4-yl)-N4-(1,2,3,4-tetrahydroisoquinolin-7-yl)pyrimidine-2,4-diamine ClC1=C(C=CC=C1Cl)NC1=NC=C(C(=N1)NC1=CC=C2CCNCC2=C1)C=1C=NN(C1)CC(C)C